tert-butyl N-[(1S)-3-carbamoyl-1-[[(4-methanesulfonylphenyl)methyl]carbamoyl]propyl]carbamate C(N)(=O)CC[C@@H](C(NCC1=CC=C(C=C1)S(=O)(=O)C)=O)NC(OC(C)(C)C)=O